p-vinyl-phenethylamine C(=C)C1=CC=C(CCN)C=C1